FC=1C=C(C(=NC1)OC)N (5-fluoro-2-methoxy-3-pyridinyl)amine